ClC1=NC=C(C(=C1)C1=C(C=NC(=C1)C)C(=O)NC=1SC(=NN1)OC[C@H]1CNCC1)OC |r| rac-2'-chloro-5'-methoxy-6-methyl-N-(5-(pyrrolidin-3-ylmethoxy)-1,3,4-thiadiazol-2-yl)-(4,4'-bipyridine)-3-carboxamide